ClC=1C=C2C(=CNC2=CC1)CCNC(CC1C=CCC1)=O N-(2-(5-chloro-1H-indol-3-yl)ethyl)-2-(cyclopent-2-en-1-yl)acetamide